CN1C=NC(=C1)C1=NC(=NC=C1C(F)(F)F)NC1CCN(CC1)S(=O)(=O)C (1-methyl-1H-imidazol-4-yl)-N-(1-(methylsulfonyl)piperidin-4-yl)-5-(trifluoromethyl)pyrimidin-2-amine